pyrimido[5,4-d]-1,2,3-triazine N1=NN=CC2=C1C=NC=N2